C(C)OC(=O)C=1C(=C2C(=NC1)N(N=C2C)C2=C(C=CC=C2F)F)Cl 4-Chloro-1-(2,6-difluorophenyl)-3-methyl-1H-pyrazolo[3,4-b]pyridine-5-carboxylic acid ethyl ester